methylenebis-(4-methyl-6-t-butylphenol) C(C1=C(C(=CC(=C1)C)C(C)(C)C)O)C1=C(C(=CC(=C1)C)C(C)(C)C)O